N-(4-fluoro-5-methoxy-2-nitrophenyl)-4'-methoxy-[1,1'-biphenyl]-4-amine FC1=CC(=C(C=C1OC)NC1=CC=C(C=C1)C1=CC=C(C=C1)OC)[N+](=O)[O-]